CN(C(=O)C1CC=2C=NC=CC2N1C(=O)OC(C)(C)C)C=1C=C(C=CC1)C tert-butyl 2-[methyl(m-tolyl)carbamoyl]-2,3-dihydropyrrolo[3,2-c]pyridine-1-carboxylate